(2E)-1-(3-methylpyridin-2-yl)-3-[(4-methylpyridin-2-yl)amino]-3-(methylsulfanyl)prop-2-en-1-one CC=1C(=NC=CC1)C(\C=C(\SC)/NC1=NC=CC(=C1)C)=O